IC1=CC(=C(C=C1OCCCCCCCC)C#C[Si](C)(C)C)OCCCCCCCC ((4-iodo-2,5-bis(octyloxy)phenyl)ethynyl)trimethylsilane